1-amino-3-(benzyloxy)-4-oxo-N-(2-phenoxyethyl)-1,4-dihydropyridine-2-carboxamide NN1C(=C(C(C=C1)=O)OCC1=CC=CC=C1)C(=O)NCCOC1=CC=CC=C1